tert-Butyl 3-(2-(3,4-dibromo-2,5-dioxo-2,5-dihydro-1H-pyrrol-1-yl)ethoxy)propanoate BrC=1C(N(C(C1Br)=O)CCOCCC(=O)OC(C)(C)C)=O